C1(CCCC1)S(=O)(=O)C=1C=C(C=CC1)NC(C1=C(N=C(C=C1)N[C@H]1[C@@H](CC1)O)N1CCC2(CC2)CC1)=O N-(3-(cyclopentylsulfonyl)phenyl)-6-(((1R,2R)-2-hydroxycyclobutyl)amino)-2-(6-azaspiro[2.5]octan-6-yl)nicotinamide